1-(3-(2-chloro-2',6-difluoro-6'-hydroxy-[1,1'-biphenyl]-4-yl)-5,6-dihydro-[1,2,4]triazolo[4,3-a]pyrazin-7(8H)-yl)-2-fluoroprop-2-en-1-one ClC1=C(C(=CC(=C1)C1=NN=C2N1CCN(C2)C(C(=C)F)=O)F)C2=C(C=CC=C2O)F